(2S)-2-((4R)-2-oxo-4-propyl-1-pyrrolidinyl)-butyramide O=C1N(C[C@@H](C1)CCC)[C@H](C(=O)N)CC